2-amino-3-bromo-N-((1S)-1-cyclopropyl-2-methoxyethyl)-N-((6-(4-morpholinyl)-3-pyridazinyl)methyl)-6-quinolinecarboxamide NC1=NC2=CC=C(C=C2C=C1Br)C(=O)N(CC=1N=NC(=CC1)N1CCOCC1)[C@H](COC)C1CC1